ClC=1C2=C(N=CN1)SC(=N2)CC(F)(F)F 7-chloro-2-(2,2,2-trifluoroethyl)[1,3]thiazolo[5,4-d]pyrimidin